FC(C1=NC=CC=C1CCC(=O)O)F 2-(difluoromethyl)-3-pyridinepropanoic acid